COC1=C(C(=O)N(C2CC3(CN(C3)C)C2)C)C=CC(=C1)C1=NC(=CN=C1)C=1SC=C(C1)NC(CCCC)=O 2-Methoxy-N-methyl-N-(2-methyl-2-azaspiro[3.3]heptane-6-yl)-4-(6-(4-pentamidothiophen-2-yl)pyrazin-2-yl)benzamide